2-(3-Hydroxycyclopentyloxy)acetic acid tert-butyl ester C(C)(C)(C)OC(COC1CC(CC1)O)=O